C[Si](C=1C=C(N(C)C)C=CC1)(C=1C=C(N(C)C)C=CC1)C 3,3'-(Dimethylsilanediyl)bis(N,N-dimethylaniline)